tert-butyl 2,2-dimethyl-1,4-diazepane-1-carboxylate CC1(N(CCCNC1)C(=O)OC(C)(C)C)C